chloro(phenyl)methyl octanoate C(CCCCCCC)(=O)OC(C1=CC=CC=C1)Cl